[4-[[(2-fluoro-6-methoxy-benzoyl)amino]methyl]phenyl]boronic acid FC1=C(C(=O)NCC2=CC=C(C=C2)B(O)O)C(=CC=C1)OC